C1(CCCC1)N1N=CC=2C1=NC(=NC2)C(=O)O 1-cyclopentyl-1H-pyrazolo[3,4-d]pyrimidine-6-carboxylic acid